Cl.N1=CSC2=NC=C(C=C21)C2=CC=C(S2)CN2C(NN=C2)=O 4-[5-([1,3]thiazolo[5,4-b]pyridin-6-yl)thiophen-2-yl]methyl-2,4-dihydro-3H-1,2,4-triazol-3-one hydrochloride